[Cl-].[Cl-].C(C)(C)=[Zr+2](C1C=CC2=CC=CC=C12)C1C=CC=C1 isopropylidene(cyclopentadienyl)(indenyl)zirconium dichloride